2-((3-cyano-4,6-bis(trifluoromethyl)pyridin-2-yl)-amino)-N-methyl-N-(quinoxalin-6-yl)acetamide C(#N)C=1C(=NC(=CC1C(F)(F)F)C(F)(F)F)NCC(=O)N(C=1C=C2N=CC=NC2=CC1)C